(R)-7-chloro-N-(2-fluoro-3-hydroxy-3-methylbutyl)-2-phenylthiazolo[5,4-b]pyridine-6-carboxamide ClC1=C2C(=NC=C1C(=O)NC[C@H](C(C)(C)O)F)SC(=N2)C2=CC=CC=C2